ClC1=CC2=C(C(N(C=C2C2=CC(N(C=C2C2=CC=CC=C2)CCN(C)C)=O)C)=O)N1S(=O)(=O)C1=CC=C(C)C=C1 2-chloro-4-(1-(2-(dimethylamino)ethyl)-2-oxo-5-phenyl-1,2-dihydropyridin-4-yl)-6-methyl-1-tosyl-1,6-dihydro-7H-pyrrolo[2,3-c]pyridin-7-one